2-(4-cyclopropyl-6-methoxypyrimidin-5-yl)-N-((5-(1-isopropyl-4-(trifluoro-methyl)-1H-imidazol-2-yl)pyrazin-2-yl)methyl)-7H-purin-6-amine C1(CC1)C1=NC=NC(=C1C1=NC(=C2NC=NC2=N1)NCC1=NC=C(N=C1)C=1N(C=C(N1)C(F)(F)F)C(C)C)OC